2-Chloro-2'-fluoro-3'-(5-(2-(4-(methoxycarbonyl)bicyclo[2.2.1]heptan-1-yl)ethyl)-1-Methyl-4,5,6,7-tetrahydro-1H-imidazo[4,5-c]pyridine-2-carboxamido)-[1,1'-biphenyl] ClC1=C(C=CC=C1)C1=C(C(=CC=C1)NC(=O)C=1N(C2=C(CN(CC2)CCC23CCC(CC2)(C3)C(=O)OC)N1)C)F